ClC=1C(=NC(=NC1)NC1CCN(CC1)C(=O)OC(C)(C)C)C1=CC(=CC=C1)N1C(C=CC=C1)=O tert-butyl 4-((5-chloro-4-(3-(2-oxopyridin-1(2H)-yl)phenyl)pyrimidin-2-yl)amino)piperidine-1-carboxylate